C(#N)CC=1N(C2=C(C=NC=3N=C(C=CC23)OC)N1)CC1=CC(=C(C=C1)S(=O)(=O)N)F 4-((2-(Cyanomethyl)-7-methoxy-1H-imidazo[4,5-c][1,8]naphthyridin-1-yl)methyl)-2-fluorobenzene-sulfonamide